2-[(2-{[(6S)-3-oxo-8-oxa-2,10-diazatricyclo[7.4.0.02,6]trideca-1(9),10,12-trien-12-yl]amino}-5-[4-(2-oxopyrrolidin-1-yl)phenyl]pyrimidin-4-yl)amino]acetic acid O=C1N2C=3C=C(C=NC3OC[C@@H]2CC1)NC1=NC=C(C(=N1)NCC(=O)O)C1=CC=C(C=C1)N1C(CCC1)=O